[Si](C)(C)(C(C)(C)C)OC1=CC=C(C=C1)C[C@@](CN)(N(C)C)C (S)-3-(4-((tert-butyldimethylsilyl)oxy)phenyl)-N2,N2,2-trimethylpropane-1,2-diamine